C(C)(C)(C)C12C(C(C(C(C=C1)(O2)C(C)(C)C)Cl)=O)Cl 1,5-di-tert-butyl-2,4-dichloro-8-oxabicyclo[3.2.1]oct-6-en-3-one